2-fluoro-1-(4-(4-((3-methyl-4-((1-methyl-1H-benzo[d][1,2,3]triazol-5-yl)oxy)phenyl)amino)pyrido[3,2-d]pyrimidin-6-yl)piperazin-1-yl)prop-2-en-1-one FC(C(=O)N1CCN(CC1)C=1C=CC=2N=CN=C(C2N1)NC1=CC(=C(C=C1)OC1=CC2=C(N(N=N2)C)C=C1)C)=C